Cyclopropanecarboxylic acid {2-chloro-4-[(5-chloro-thiophen-2-ylmethyl)-(methyl)amino]-phenyl}-amide ClC1=C(C=CC(=C1)N(C)CC=1SC(=CC1)Cl)NC(=O)C1CC1